N[C@H](C=1N=C2N(N=C(C=C2)CC2(C(NCC(C2)(F)F)=O)C(=O)OC)C1)C1CCCCCC1 methyl 3-((2-((S)-amino(cycloheptyl)methyl)imidazo[1,2-b]pyridazin-6-yl)methyl)-5,5-difluoro-2-oxopiperidine-3-carboxylate